1-(2-fluoro-5-methylbenzyl)-N5-(2-(hydroxymethyl)cyclopropyl)-N3-methyl-2-oxo-1,2-dihydropyridine-3,5-dicarboxamide FC1=C(CN2C(C(=CC(=C2)C(=O)NC2C(C2)CO)C(=O)NC)=O)C=C(C=C1)C